Methyl (4-(1-(1-(5-(3-chloro-2-fluoro-6-(1H-tetrazol-1-yl)phenyl)pyridin-2-yl)-3-ethoxypropyl)-1H-pyrazol-4-yl)phenyl)carbamate ClC=1C(=C(C(=CC1)N1N=NN=C1)C=1C=CC(=NC1)C(CCOCC)N1N=CC(=C1)C1=CC=C(C=C1)NC(OC)=O)F